NC(COCCNC(C1=C(C=C(C=C1)NC=1C=2N(C=CN1)C(=CN2)C=2C(=NN(C2)CC#N)C(F)(F)F)CC)=O)(C)C N-[2-(2-amino-2-methylpropoxy)ethyl]-4-[[3-[1-(cyanomethyl)-3-(trifluoromethyl)pyrazol-4-yl]imidazo[1,2-a]pyrazin-8-yl]amino]-2-ethylbenzamide